C(C(=C)C)(=O)OCCN1C(CCC1)=O 1-(2-methacryloyloxyethyl)-2-pyrrolidone